CC1(CN2C(CC2S1)=O)C 3,3-dimethyl-7-oxo-4-thia-1-azabicyclo[3.2.0]heptane